3-(tert-butyl)-1-(2,5-difluorophenyl)-1H-pyrazol-5-amine C(C)(C)(C)C1=NN(C(=C1)N)C1=C(C=CC(=C1)F)F